4-(1-(2-Methyl-6-((3-methylazetidin-1-yl)methyl)pyridin-3-yl)-1H-imidazol-4-yl)-N-(1-(methylsulfonyl)piperidin-4-yl)-5-(trifluoromethyl)pyrimidin-2-amine CC1=NC(=CC=C1N1C=NC(=C1)C1=NC(=NC=C1C(F)(F)F)NC1CCN(CC1)S(=O)(=O)C)CN1CC(C1)C